ClC1=CC(=C(C=C1)C1=C(N(N=N1)C)CN1N=CC(=CC1=O)N1CC2(C1)OC[C@H](C2)OC)F 2-[[5-(4-chloro-2-fluoro-phenyl)-3-methyl-triazol-4-yl]methyl]-5-[(7S)-7-methoxy-5-oxa-2-azaspiro[3.4]octan-2-yl]pyridazin-3-one